methyl N6-((benzyloxy)carbonyl)-N2-propioloyl-L-lysinate C(C1=CC=CC=C1)OC(=O)NCCCC[C@H](NC(C#C)=O)C(=O)OC